C(C1=CC=CC=C1)CN(C(=O)OCC=1C=CC2=C(N(CCS2)CC2=CC=CC=C2)C1)CCCOC1CC(C1)NC1=C2C(N(C(C2=CC=C1)=O)C1C(NC(CC1)=O)=O)=O (4-benzyl-2,3-dihydro-1,4-benzothiazin-6-yl)methanol Benzyl-N-[3-[3-[[2-(2,6-dioxo-3-piperidyl)-1,3-dioxo-isoindolin-4-yl]amino]cyclobutoxy]propyl]-N-methyl-carbamate